4-(Isoindolin-2-ylmethyl)-7-((1-(methylsulfonyl)piperidin-4-yl)methoxy)-1H-indazole C1N(CC2=CC=CC=C12)CC1=C2C=NNC2=C(C=C1)OCC1CCN(CC1)S(=O)(=O)C